2-((1r,4R)-4-ethoxycyclohexylamino)-4-((1R,2S)-2-(hydroxymethyl)cyclopentylamino)pyrimidine-5-carboxamide C(C)OC1CCC(CC1)NC1=NC=C(C(=N1)N[C@H]1[C@H](CCC1)CO)C(=O)N